azo-pyrazole N(=NC1=NNC=C1)C1=NNC=C1